(S)-N-((4-carbamimidoylthiophen-2-yl)methyl)-7-((4-(4-fluorophenoxy)-butanoyl)glycyl)-1,4-dioxa-7-azaspiro[4.4]nonane-8-carboxamid C(N)(=N)C=1C=C(SC1)CNC(=O)[C@H]1N(CC2(OCCO2)C1)C(CNC(CCCOC1=CC=C(C=C1)F)=O)=O